(S)-tert-butyl (1-((2'-chloro-3'-fluoro-6-methyl-[2,4'-bipyridin]-5-yl)oxy)-2,4-dimethylpentan-2-yl)carbamate ClC1=NC=CC(=C1F)C1=NC(=C(C=C1)OC[C@@](CC(C)C)(C)NC(OC(C)(C)C)=O)C